ClC=1C=C(C=C(C1)Cl)N1N=C(C2=C1C=1C=C(C(=CC1OC2)OC)C=2C=C(C=CC2)NC(CCC(=O)OC(C)(C)C)=O)C(=O)N2C(COCC2)(C)C tert-butyl 4-((3-(1-(3,5-dichlorophenyl)-3-(3,3-dimethylmorpholine-4-carbonyl)-7-methoxy-1,4-dihydrochromeno[4,3-c]pyrazol-8-yl)phenyl)amino)-4-oxobutanoate